N=1C=CN2C1C(=NC=C2)C2C(C=1CC3=CC=CC=C3C1C=C2)=O 2-(imidazo[1,2-a]pyrazin-8-yl)-9H-fluoren-one